B(F)(F)F.C(CCC)N1CN(C=C1)C 1-butyl-3-methylimidazole boron trifluoride